1-(2-(5-bromo-1H-imidazol-2-yl)piperidin-1-yl)-2-(methylthio)propan-1-one BrC1=CN=C(N1)C1N(CCCC1)C(C(C)SC)=O